C1=CC(=C(C=C1CO)O)C(=O)O The molecule is a monohydroxybenzoic acid consisting of salicylic acid having a hydroxymethyl group at the 4-position. It derives from a salicylic acid.